C(C1=CC=CC=C1)N1N=CC=C1C(C(=O)OC)(C)C methyl 2-(1-benzyl-1H-pyrazol-5-yl)-2-methylpropanoate